ClC1=NC=C(C(=C1)N1C[C@@H]([C@@H](CC1)NC(OC(C)(C)C)=O)F)I tert-butyl N-[(3S,4R)-1-(2-chloro-5-iodo-4-pyridyl)-3-fluoro-4-piperidyl]carbamate